(2S,4R)-1-(2-(4-amino-5-(1H-indol-6-yl)-7H-pyrrolo[2,3-d]pyrimidin-7-yl)acetyl)-N-(3-chloro-2-fluorophenylmethyl)-4-fluoropyrrolidine-2-carboxamide NC=1C2=C(N=CN1)N(C=C2C2=CC=C1C=CNC1=C2)CC(=O)N2[C@@H](C[C@H](C2)F)C(=O)NCC2=C(C(=CC=C2)Cl)F